COC(C1=CC=C(C=C1)[C@H](CO)NC(=O)OC(C)(C)C)=O.[Br-].[NH4+] ammonium bromid methyl-(R)-4-(1-((tert-butoxycarbonyl)amino)-2-hydroxyethyl)benzoate